Nα-(5-fluoro-2,4-dinitrophenyl)-L-alaninamide FC=1C(=CC(=C(C1)N[C@@H](C)C(=O)N)[N+](=O)[O-])[N+](=O)[O-]